C(C=C)(=O)NC1=CC=C(C=C1)C1C=2N(NCC1)C(=C(N2)C2=CC=C(C=C2)OC2=CC=CC=C2)C(=O)N 8-(4-acrylamidophenyl)-2-(4-phenoxyphenyl)-5,6,7,8-tetrahydroimidazo[1,2-b]pyridazine-3-carboxamide